CN(C=1C=CC=2N(C1)N=CC2C(=O)N2[C@H](C1=C(CC2)NC=N1)C1=NN2C(C(=CC=C2)F)=C1)C (R)-(6-(dimethylamino)pyrazolo[1,5-a]pyridin-3-yl)(4-(4-fluoropyrazolo[1,5-a]pyridin-2-yl)-6,7-dihydro-1H-imidazo[4,5-c]pyridin-5(4H)-yl)methanone